N-(4-(4-amino-7-methyl-5-(1,2,3,6-tetrahydro-[1,1'-biphenyl]-4-yl)-7H-pyrrolo[2,3-d]pyrimidin-6-yl)phenyl)methacrylamide NC=1C2=C(N=CN1)N(C(=C2C=2CCC(CC2)C2=CC=CC=C2)C2=CC=C(C=C2)NC(C(=C)C)=O)C